FC1([C@@H]([C@@H](N(C1)C([C@@](C(F)(F)F)(C)O)=O)CC=1C(=C(C=CC1)C1=CC=CC=C1)F)NS(=O)(=O)C)F N-{(2S,3R)-4,4-difluoro-2-[(2-fluoro[1,1'-biphenyl]-3-yl)methyl]-1-[(2R)-3,3,3-trifluoro-2-hydroxy-2-methylpropanoyl]pyrrolidin-3-yl}methanesulfonamide